C(C1=CC=CC=C1)OCCCC(=O)C1C(C2=CC=3C(C(C(C3C=C2C1=O)=O)C(CCCOCC1=CC=CC=C1)=O)=O)=O 2,6-bis[4-(benzyloxy)butanoyl]-1,2,3,5,6,7-hexahydro-s-indacene-1,3,5,7-tetrone